CC1(CC(NO1)=S)C 5,5-dimethyl-4,5-dihydro-isoxazole-3-thione